ClC=1C=C(C=CC1)NC1N(C(=NC(=N1)N)N1CCOCC1)C1=CC=C(C=C1)OCC N-(3-Chlorophenyl)-N1-(4-ethoxyphenyl)-6-morpholin-4-yl-[1,3,5]triazine-2,4-diamine